(8-((4-(ethylamino)-5-(trifluoromethyl)-7H-pyrrolo[2,3-d]pyrimidin-2-yl)amino)-2,3-dihydrobenzo[b][1,4]dioxin-5-yl)(4-(oxetan-3-yl)piperazin-1-yl)methanone C(C)NC=1C2=C(N=C(N1)NC1=CC=C(C3=C1OCCO3)C(=O)N3CCN(CC3)C3COC3)NC=C2C(F)(F)F